6-(1-methylpyrazol-4-yl)pyridine-2-carboxamide CN1N=CC(=C1)C1=CC=CC(=N1)C(=O)N